N-[2-cyclobutyl-5-(5-methylfuran-2-yl)-[1,2,4]triazolo[1,5-c]pyrimidin-7-yl]cyclopropanecarboxamide C1(CCC1)C1=NN2C(=NC(=CC2=N1)NC(=O)C1CC1)C=1OC(=CC1)C